N-hydroxy-1-(4-(trifluoromethoxy)phenyl)cyclopropane-1-carboximidamide ONC(=N)C1(CC1)C1=CC=C(C=C1)OC(F)(F)F